(S)-2-((((9H-fluoren-9-yl)methoxy)carbonyl)amino)-4-(2-amino-1-trityl-1H-imidazol-5-yl)butanoic acid C1=CC=CC=2C3=CC=CC=C3C(C12)COC(=O)N[C@H](C(=O)O)CCC1=CN=C(N1C(C1=CC=CC=C1)(C1=CC=CC=C1)C1=CC=CC=C1)N